(RS)-N-(3,5-dichlorophenyl)-2-(methoxymethyl)-succinamide ClC=1C=C(C=C(C1)Cl)NC([C@H](CC(=O)N)COC)=O |r|